C(=C)C1C(C1)(C(=O)OCC1=CC=CC=C1)C(=O)OCC1=CC=CC=C1 dibenzyl 2-vinylcyclopropane-1,1-dicarboxylate